C(C)(C)N1N=CC=2C1=NC=C(C2)[N+](=O)[O-] 1-Isopropyl-5-nitro-1H-pyrazolo[3,4-b]pyridine